CC=1C=NC=CC1C=1OC=C(N1)C(=O)N 2-(3-methylpyridin-4-yl)oxazole-4-carboxamide